(R)-N-(6-chloro-4-methoxypyridin-3-yl)-1-(2,3-dihydroxypropyl)-3-(2-isopropylphenyl)azetidine-3-carboxamide 4-hydroxy-2-methylpentylperoxy-2-phenylbutyrate OC(CC(COOC(C(=O)O)(CC)C1=CC=CC=C1)C)C.ClC1=CC(=C(C=N1)NC(=O)C1(CN(C1)C[C@H](CO)O)C1=C(C=CC=C1)C(C)C)OC